C(CCCCCCCCCCCCCCCCCCCCCCCCCCC)C(CCCCCCCCCC)O octacosyl-1-undecanol